FC(C1=NC=CC(=C1)CCN1C(C=CC=C1)=O)(F)F 1-(2-(2-(trifluoromethyl)pyridin-4-yl)ethyl)pyridin-2(1H)-one